ClC=1C=C(C=C(C1)C1(CC1)S(=O)(=O)C)C=1N(N=C2C(N(CCC21)C(=O)OC(C)(C)C)C)C tert-butyl 3-[3-chloro-5-(1-methylsulfonylcyclopropyl)phenyl]-2,7-dimethyl-5,7-dihydro-4H-pyrazolo[3,4-c]pyridine-6-carboxylate